CC1=NC(=CC(=C1)CC(=O)C1=CC(=CC=C1)OCC1=CC=C(C=C1)F)C 2-(2,6-dimethylpyridin-4-yl)-1-(3-((4-fluorobenzyl)oxy)phenyl)ethan-1-one